FCC(C(CC(=O)O)NC(C(CC)N1C(C2=CC(=CC=C2C1)N1CCCC1)=O)=O)=O 5-fluoro-4-oxo-3-(2-(1-oxo-6-(pyrrolidin-1-yl)isoindolin-2-yl)butanamido)pentanoic acid